NC1=NC(=C(C(=N1)N)OCCCOC1=C(C=CC=C1)CCCCC(=O)NO)CC 5-(2-{3-[(2,4-Diamino-6-ethylpyrimidin-5-yl)oxy]propoxy}phenyl)-N-hydroxypentanamide